4-methyl-5-(1-propionyl-5-(4-(trifluoromethyl)phenyl)-4,5-dihydro-1H-pyrazol-3-yl)thieno[2,3-b]pyridin-6(7H)-one CC=1C2=C(NC(C1C1=NN(C(C1)C1=CC=C(C=C1)C(F)(F)F)C(CC)=O)=O)SC=C2